2-{3-[(2,4-dimethoxyphenyl)amino]prop-1-yn-1-yl}-N-(1-methylpiperidin-4-yl)-1-(2,2,2-trifluoroethyl)-1H-indol-4-amine COC1=C(C=CC(=C1)OC)NCC#CC=1N(C=2C=CC=C(C2C1)NC1CCN(CC1)C)CC(F)(F)F